ClC=1C=C(C=CC1F)C(=O)N1CCC(CC1)(CNCC1=NC=C(C=C1)C)F (3-chloro-4-fluoro-phenyl)-[4-fluoro-4-{[(5-methyl-pyridin-2-ylmethyl)-amino]-methyl}piperidin-1-yl]methanone